ethyl 1-aminocyclobutane-1-carboxylate NC1(CCC1)C(=O)OCC